NC1=CC=C(C=N1)/C=C/C(=O)NCC=1OC2=C(C1)C=C(C=C2C2=CC=C(C=C2)F)C2=NC=C(C=C2F)C(=O)N2CCC(CC2)(F)F (E)-3-(6-aminopyridin-3-yl)-N-((5-(5-(4,4-difluoropiperidine-1-carbonyl)-3-fluoropyridin-2-yl)-7-(4-fluorophenyl)benzofuran-2-yl)methyl)acrylamide